tert-butyl (1,4-thiazepan-6-yl)carbamate S1CCNCC(C1)NC(OC(C)(C)C)=O